F[C@@H]1CN(C[C@@H]1F)C(=O)[C@@H]1CCCC=2N1C(N(N2)CC2=NN(C1=NC=CC=C12)C)=O (5S)-5-{[(3R,4S)-3,4-Difluoropyrrolidin-1-yl]carbonyl}-2-[(1-methyl-1H-pyrazolo[3,4-b]pyridin-3-yl)methyl]-5,6,7,8-tetrahydro[1,2,4]triazolo[4,3-a]pyridin-3(2H)-one